C(C1=CC=CC=C1)N1CC(=CC(C1)C)C=1C=NC=C(C1)Cl 1-benzyl-5'-chloro-5-methyl-1,2,5,6-tetrahydro-3,3'-bipyridine